N-((5-(2-acetamidopyridin-3-yl)-1-acetyl-1H-pyrazol-3-yl)methyl)-2-(trifluoromethoxy)benzamide C(C)(=O)NC1=NC=CC=C1C1=CC(=NN1C(C)=O)CNC(C1=C(C=CC=C1)OC(F)(F)F)=O